N-[2-(dimethylamino)ethyl]-3-fluoro-5-[(4-methoxyphenyl)methoxy]-4-(1,1,4-trioxo-1,2,5-thiadiazolidin-2-yl)benzamide CN(CCNC(C1=CC(=C(C(=C1)OCC1=CC=C(C=C1)OC)N1S(NC(C1)=O)(=O)=O)F)=O)C